1-hexadecyl-2-(7Z,10Z,13Z,16Z-docosatetraenoyl)-glycero-3-phosphoserine CCCCCCCCCCCCCCCCOC[C@H](COP(=O)(O)OC[C@@H](C(=O)O)N)OC(=O)CCCCC/C=C\C/C=C\C/C=C\C/C=C\CCCCC